1,1-dichloro-1-fluoropropane ClC(CC)(F)Cl